N-[2-hydroxy-1,1-bis(hydroxymethyl)ethyl]Acetamide OCC(CO)(CO)NC(C)=O